NC=1C2=C(N=CN1)N(C(=C2C=2C=NN(C2)C)C2=CC=C(C=C2)NC(C=C)=O)C N-(4-(4-amino-7-methyl-5-(1-methyl-1H-pyrazol-4-yl)-7H-pyrrolo[2,3-d]pyrimidin-6-yl)phenyl)acrylamide